2-[dideutero-[(3S)-3-methyl-1-piperidinyl]methyl]-7-methoxy-4-(trifluoromethyl)-1H-pyrrolo[2,3-c]pyridine [2H]C(C1=CC=2C(=C(N=CC2C(F)(F)F)OC)N1)(N1C[C@H](CCC1)C)[2H]